(R)-1-(1-acryloylpiperidin-3-yl)-3-(4-(2-fluoro-3-methylphenoxy)phenyl)-1H-imidazo[4,5-c]pyridin-2(3H)-one C(C=C)(=O)N1C[C@@H](CCC1)N1C(N(C=2C=NC=CC21)C2=CC=C(C=C2)OC2=C(C(=CC=C2)C)F)=O